N-[3-[2-[tert-butyl(dimethyl)silyl]oxyethyl]-7-fluoro-3-hydroxy-8-methyl-4-oxo-tetralin-5-yl]acetamide [Si](C)(C)(C(C)(C)C)OCCC1(CCC2=C(C(=CC(=C2C1=O)NC(C)=O)F)C)O